t-butyl-((1-ethynyl-cyclobutyl)methoxy)diphenylsilane C(C)(C)(C)[Si](C1=CC=CC=C1)(C1=CC=CC=C1)OCC1(CCC1)C#C